N(=[N+]=[N-])CC=1N=C2N(C(=NC=C2)O)C1 2-(azidomethyl)imidazo[1,2-c]pyrimidin-5-ol